methyl (S)-2-(benzylsulfonyl)-1-(oxetan-2-ylmethyl)-1H-benzo[d]imidazole-6-carboxylate C(C1=CC=CC=C1)S(=O)(=O)C1=NC2=C(N1C[C@H]1OCC1)C=C(C=C2)C(=O)OC